2-chloro-methylpyridine hydrochloride Cl.ClC1=NC=CC=C1C